ClC=1C=CC(=NC1)NC1=NN(C2=C1C=NC(=C2)C(=O)N2CCOCCC2)CC(F)(F)F [3-[(5-chloro-2-pyridyl)amino]-1-(2,2,2-trifluoroethyl)pyrazolo[4,3-c]pyridin-6-yl]-(1,4-oxazepan-4-yl)methanone